6-Amino-3-(4'-chloro-3-(2-oxopyrrolidin-1-yl)-1',2'-dihydrospiro[cyclopentane-1,3'-pyrrolo[2,3-b]pyridin]-5'-yl)-2-fluoro-N,N-dimethylbenzamide NC1=CC=C(C(=C1C(=O)N(C)C)F)C=1C(=C2C(=NC1)NCC21CC(CC1)N1C(CCC1)=O)Cl